C1(=CC=CC=C1)N1N=NC2=C(C1=O)C=CC=C2 3-phenylbenzo[d][1,2,3]triazin-4(3H)-one